2-((1-(6-((4-Cyano-2-fluorophenoxy)methyl)-5-fluoropyridin-2-yl)-3-azabicyclo[3.1.0]hexan-3-yl)methyl)-1-(((S)-oxetan-2-yl)methyl)-1H-benzo[d]imidazole-6-carboxylic acid C(#N)C1=CC(=C(OCC2=C(C=CC(=N2)C23CN(CC3C2)CC2=NC3=C(N2C[C@H]2OCC2)C=C(C=C3)C(=O)O)F)C=C1)F